ClC=1C=CC2=C(C[C@@H](CC=3N2C(=NN3)[C@@H]3CC[C@H](CC3)OC3=NC=CC=C3)NC(=O)C3CC(C3)(F)F)C1 N-{(5S)-8-chloro-1-[trans-4-(pyridin-2-yloxy)cyclohexyl]5,6-dihydro-4H-[1,2,4]triazolo[4,3-a][1]benzazepin-5-yl}-3,3-difluorocyclobutanecarboxamide